NC1=C(C=C(N=N1)C1=C(C=CC=C1)O)N1CC2CCC(C1)N2C2=CC(=NC=C2)C#CCN2CCCCC2 2-[6-amino-5-[8-[2-[3-(1-piperidinyl)prop-1-ynyl]-4-pyridinyl]-3,8-diazabicyclo[3.2.1]oct-3-yl]pyridazin-3-yl]phenol